CCC(CC(=O)[O-])=O.CCC(CC(=O)[O-])=O.CCC(CC(=O)[O-])=O.C(C(C)C)O[Ti+3] isobutoxytitanium tri(methyl acetoacetate)